trans-2-(4-acetyl-3-(2-bromo-6-chloropyridin-4-yl)-1-(4-methoxybenzyl)piperazin-2-yl)acetonitrile C(C)(=O)N1[C@H]([C@@H](N(CC1)CC1=CC=C(C=C1)OC)CC#N)C1=CC(=NC(=C1)Cl)Br